CN1C(=NC=2C1=C1C(=NC2C)C=C(S1)C1=NNC=C1)CCCN1CCN(CC1)C 1,4-dimethyl-2-(3-(4-methylpiperazin-1-yl)propyl)-7-(1H-pyrazol-3-yl)-1H-imidazo[4,5-d]thieno[3,2-b]pyridine